C(C1=CC=CC=C1)OCCC1=CC=C(C=C1)C1=CC=C(C=C1)C(C)(C)NC(OC1CN2CCC1CC2)=O quinuclidin-3-yl (2-(4'-(2-benzyloxyethyl)-[1,1'-biphenyl]-4-yl)propan-2-yl)carbamate